NCCCOC1=CC=C(C=C1)[C@@H](C(=O)N[C@@H](C(=O)NCC1=CC=C(C=C1)O)CCCN\C(=N/C(NCCNC(CC)=O)=O)\N)N1CC2=CC=CC=C2C1 (R)-2-((S)-2-(4-(3-aminopropoxy)phenyl)-2-(isoindolin-2-yl)acetamido)-N-(4-hydroxybenzyl)-5-((Z)-2-((2-propionamidoethyl)carbamoyl)guanidino)pentanamide